C[C@]12CC3(CC(C[C@@](C1)(C3)C)C2)C(C(=O)N)C2CCN(CC2)C(C(CC)C)=O ((1r,3R,5S,7r)-3,5-Dimethyladamantan-1-yl)-2-(1-(2-methylbutanoyl)piperidin-4-yl)acetamide